C(N)(=O)C=1N=CC(=NC1)C1=CN=[N+](C=C1)CCC(=O)O 3-[4-(5-carbamoylpyrazin-2-yl)pyridazin-1-ium-1-yl]propionic acid